(E)-1-(3-methoxy-4-(3-methylbutane-1,3-diene-1-yl)phenyl)pyrrolidine COC=1C=C(C=CC1\C=C\C(=C)C)N1CCCC1